C(N)(OC1(C(N(C(C1)=O)CCC1=CC=CC=2OCOCC21)=O)C(C)(C)C)=O tert-butyl-(1-(2-(benzo[d][1,3]dioxin-5-yl) ethyl)-2,5-dioxopyrrolidin-3-yl) carbamate